C1(CCCCC1)CNCCC(C=CC=C)=C 1-cyclohexylmethylamino-3-methylenehepta-4,6-diene